FC=1C=C(CNC=2N(C=C(N2)C2=CC=CC=C2)C2=CC(=CC=C2)F)C=CC1F N-(3,4-difluorobenzyl)-1-(3-fluorophenyl)-4-phenyl-1H-imidazol-2-amine